C(C)(C)N1C=NC(=C1)NC1=CC=CC=2N(C(=NC21)N)C N4-(1-isopropyl-1H-imidazol-4-yl)-1-methyl-1H-benzo[d]imidazole-2,4-diamine